FC1=C(C=C(C=C1)NC(=O)C1=C(N(C(=C1C)C(C(=O)NC1(CCC(CC1)O)C(F)(F)F)=O)C)C)C N-(4-fluoro-3-methylphenyl)-5-(2-(((1s,4s)-4-hydroxy-1-(trifluoromethyl)cyclohexyl)amino)-2-oxoacetyl)-1,2,4-trimethyl-1H-pyrrole-3-carboxamide